S(=O)(=O)(O)C(C(=O)OCC(CCCC)CC)CC(=O)[O-] 2-ethylhexyl sulphosuccinate